2,2-DIMETHYL-HEXANE CC(C)(CCCC)C